NC1=C2C(=NC=N1)N(N=C2I)[C@H]2CN(CCC2)C(=O)OC(C)(C)C tert-butyl (3R)-3-[4-amino-3-iodo-1H-pyrazolo[3,4-d]pyrimidin-1-yl]piperidine-1-carboxylate